O1CCC(CC1)OC(CCCCCCCCC(=O)N)C 10-((tetrahydro-2H-pyran-4-yl)oxy)undecanamide